6-((triethylsilyl)ethynyl)-7H-pyrrolo[2,3-d]pyrimidin-4-amine C(C)[Si](CC)(CC)C#CC1=CC2=C(N=CN=C2N)N1